FC1=CC=C(C(=O)C2=CNC=3N=CN=CC32)C=C1 5-(4-fluorobenzoyl)-7H-pyrrolo[2,3-d]pyrimidine